N=1C(CN=CC1)=S Pyrazine-2(3H)-thione